NCCNC1=C2C(N(C(C2=CC=C1)=O)C1C(N(C(CC1)=O)C(=O)OCCCCCCN=[N+]=[N-])=O)=O 6-azidohexyl 3-(4-((2-aminoethyl)amino)-1,3-dioxoisoindolin-2-yl)-2,6-dioxopiperidine-1-carboxylate